1-(4-(hydroxymethyl)phenyl)dihydropyrimidine-2,4(1H,3H)-dione OCC1=CC=C(C=C1)N1C(NC(CC1)=O)=O